2-(6-((diethoxyphosphono)methyl)-1,2,4,5-tetrazin-3-yl)acetic acid C(C)OOP(=O)(OOCC)CC1=NN=C(N=N1)CC(=O)O